The molecule is a carbobicyclic compound that is fenchane in which the hydrogens at position 2 are replaced by an oxo group. It is a component of essential oil from fennel (Foeniculum vulgare). It has a role as a plant metabolite. It is a fenchane monoterpenoid, a cyclic terpene ketone and a carbobicyclic compound. CC1(C2CCC(C2)(C1=O)C)C